FC1=C(C=C(C=C1)N1C(=C(C2=CC(=CC=C12)O)C1CC(C1)C1=NNC(O1)=O)C(C)C)C 5-[3-[1-(4-fluoro-3-methyl-phenyl)-5-hydroxy-2-isopropyl-indol-3-yl]cyclobutyl]-3H-1,3,4-oxadiazol-2-one